1-(4-methylphenyl)-2-(piperidin-1-yl)ethane-1,2-dione CC1=CC=C(C=C1)C(C(=O)N1CCCCC1)=O